[Sb].[Sn] stannum-antimony